CS(=O)(=O)C1=CC=C(C=C1)C1CC2(CNC2)C1 6-(4-methylsulfonylphenyl)-2-azaspiro[3.3]heptane